3,4-methyleneheptanoylcarnitine C1C(CC(=O)C(O)(C[N+](C)(C)C)CC([O-])=O)C1CCC